(S)-2-(7-(5-chloro-2-((tetrahydro-2H-pyran-4-yl)amino)pyrimidin-4-yl)-1-oxopyrrolo[1,2-a]pyrazin-2(1H)-yl)-N-((S)-1-(3-fluoro-5-methoxyphenyl)-2-hydroxyethyl)propionamide ClC=1C(=NC(=NC1)NC1CCOCC1)C=1C=C2N(C=CN(C2=O)[C@H](C(=O)N[C@H](CO)C2=CC(=CC(=C2)OC)F)C)C1